((3R)-7-fluoro-1'-(3-iodo-1-(tetrahydro-2H-pyran-2-yl)-1H-pyrazolo[3,4-b]pyrazin-6-yl)-3H-spiro[benzofuran-2,4'-piperidin]-3-yl)carbamic acid tert-butyl ester C(C)(C)(C)OC(N[C@@H]1C2=C(OC13CCN(CC3)C3=CN=C1C(=N3)N(N=C1I)C1OCCCC1)C(=CC=C2)F)=O